1-(3-(4-((5-methyl-1H-indazol-4-yl)amino)quinazolin-7-yl)azetidin-1-yl)prop-2-en-1-one CC=1C(=C2C=NNC2=CC1)NC1=NC=NC2=CC(=CC=C12)C1CN(C1)C(C=C)=O